[Ge]1(=CC=CC=C1)C=O anti-germinal